ClC=1C=C(C=CC1)C(CN1CC(C(C1)C)COC1=CC=C(C=C1)S(=O)(=O)C)O 1-(3-chlorophenyl)-2-{3-[(4-methylsulfonylphenoxy)methyl]-4-methylpyrrolidin-1-yl}ethan-1-ol